benzyloxycarbonyl-(2-benzyloxycarbonyl-3-bromopyrrol-1-yl)sulfonyl-aminosodium C(C1=CC=CC=C1)OC(=O)N([Na])S(=O)(=O)N1C(=C(C=C1)Br)C(=O)OCC1=CC=CC=C1